C1N=CC=2C=NC=CC21 1H-pyrrolo[4,3-c]pyridine